(S)-1'-(5-amino-6-((2-amino-3-chloropyridin-4-yl)thio)-1,2,4-triazin-3-yl)-5,7-dihydrospiro[cyclopenta[b]pyridine-6,4'-piperidin]-5-amine NC=1N=C(N=NC1SC1=C(C(=NC=C1)N)Cl)N1CCC2(CC1)[C@@H](C=1C(=NC=CC1)C2)N